Arachidyl-pentaenoic acid C(CCCCCCCCCCCCCCCCCCC)C(C(=O)O)=CCC